2,4-bis{4-[(3-(4-methylpiperazin-1-yl)propyl)iminomethyl]phenyl}-7-phenyl-7H-pyrrolo[2,3-d]pyrimidine CN1CCN(CC1)CCCN=CC1=CC=C(C=C1)C=1N=C(C2=C(N1)N(C=C2)C2=CC=CC=C2)C2=CC=C(C=C2)C=NCCCN2CCN(CC2)C